(E)-3-[4-(Diethylamino)phenyl]-1-(4-hydroxyphenyl)prop-2-en-1-one C(C)N(C1=CC=C(C=C1)/C=C/C(=O)C1=CC=C(C=C1)O)CC